N[C@H]1C[C@@H](CCC1)C1=NC(=C2N1C(=CN=C2NCC2=C(C=C(C=C2)OC)OC)/C=C/CCCCCC(=O)OCC)Br Ethyl (E)-8-[3-[(1R,3R)-3-aminocyclohexyl]-1-bromo-8-[(2,4-dimethoxyphenyl)methylamino]-imidazo[1,5-a]pyrazin-5-yl]oct-7-enoate